1-((2-(3-aminopyrrolidin-1-yl)pyrimidin-5-yl)methyl)-3-(4-(2-(4-methoxyphenyl)propan-2-yl)thiazol-2-yl)urea NC1CN(CC1)C1=NC=C(C=N1)CNC(=O)NC=1SC=C(N1)C(C)(C)C1=CC=C(C=C1)OC